[Na].CC1=CC=CC=C1 p-methyl-benzene sodium